N-(benzofuran-5-yl)-3,5-dimethyl-pyrrole O1C=CC2=C1C=CC(=C2)N2C=C(C=C2C)C